1-((2-(2,6-Dioxopiperidin-3-yl)-1-oxoisoindolin-5-yl)methyl)-3-(4-(((1R,3S)-3-(hydroxymethyl)cyclopentyl)methoxy)phenyl)urea O=C1NC(CCC1N1C(C2=CC=C(C=C2C1)CNC(=O)NC1=CC=C(C=C1)OC[C@H]1C[C@H](CC1)CO)=O)=O